P(=O)([O-])([O-])O.S(=O)(=O)(O)O.[Mg+2] magnesium sulfate phosphate